ClC1=NC(=CC(=C1)[C@H]1CN(C[C@@H](O1)C)C(=O)OC(C)(C)C)C1=NC=NC(=C1)C(NC)=O tert-butyl (2S,6S)-2-(2-chloro-6-(6-(methylcarbamoyl)pyrimidin-4-yl)pyridin-4-yl)-6-methylmorpholine-4-carboxylate